Cl.N[C@@H](CC(=O)OCC)C=1C=C(C=C(C1F)Cl)C1=C(C=C(C=C1C)F)CCCCC=C Ethyl (S)-3-amino-3-(5-chloro-4,4'-difluoro-2'-(hex-5-en-1-yl)-6'-methyl-[1,1'-biphenyl]-3-yl)propanoate hydrochloride